Di-(3-carboxyphenyl)iodonium hexafluorophosphate F[P-](F)(F)(F)(F)F.C(=O)(O)C=1C=C(C=CC1)[I+]C1=CC(=CC=C1)C(=O)O